FC1=C(C=CC(=C1C=1C=C2C=NC(=NC2=CC1)N[C@@H]1CNCCC1)F)NS(=O)(=O)CC1=CC=CC=C1 (S)-N-(2,4-Difluoro-3-(2-(piperidin-3-ylamino)quinazolin-6-yl)phenyl)-1-phenylmethanesulfonamide